(7R,14R)-1-(difluoromethoxy)-6-(methyl-d3)-11-(3-phenoxyprop-1-yn-1-yl)-6,7-dihydro-7,14-methanobenzo[f]benzo[4,5]imidazo[1,2-a][1,4]diazocin-5(14H)-one FC(OC1=CC=CC=2C(N([C@H]3C=4N([C@@H](C21)C3)C3=C(N4)C=CC(=C3)C#CCOC3=CC=CC=C3)C([2H])([2H])[2H])=O)F